C(C=C)(=O)N1CCC2(CC1)CC=C(CC2)C2=C(C1=C(N=CN=C1N)N2C)C2=NC=C(C=N2)C#N 2-(6-(3-propenoyl-3-azaspiro[5.5]undec-8-en-9-yl)-4-amino-7-methyl-7H-pyrrolo[2,3-d]pyrimidin-5-yl)pyrimidine-5-carbonitrile